(±)-7-(cyclopropylamino)-5-((3-((methylsulfinyl)methyl)-4-(1,2,5,6-tetrahydropyridin-3-yl)phenyl)amino)pyrazolo[1,5-a]pyrimidine-3-carbonitrile monotrifluoroacetic acid salt FC(C(=O)O)(F)F.C1(CC1)NC1=CC(=NC=2N1N=CC2C#N)NC2=CC(=C(C=C2)C=2CNCCC2)C[S@](=O)C |r|